CN1CCC(CC1)C1=NN=C(O1)[C@@]12CN(C[C@]2(C1)C(F)(F)F)C1=C2C=CC=NC2=C(N=C1)C#N 5-((1S,5R)-1-(5-(1-methylpiperidin-4-yl)-1,3,4-oxadiazol-2-yl)-5-(trifluoromethyl)-3-azabicyclo[3.1.0]hexane-3-yl)-1,7-naphthyridine-8-carbonitrile